3-(4-(((2S,4R)-2-methyl-1-propionyl-1,2,3,4-tetrahydroquinolin-4-yl)amino)phenyl)propionamide C[C@@H]1N(C2=CC=CC=C2[C@@H](C1)NC1=CC=C(C=C1)CCC(=O)N)C(CC)=O